COC(N[C@H](C(=O)NC=1C(N(C=CC1)CC=1NC2=NC(=NC(=C2N1)C=C(C)C)C)=O)CC\C=C\C(=O)N(C)C)=O Methyl-(S,E)-(7-(dimethylamino)-1-((1-((2-methyl-6-(2-methylprop-1-en-1-yl)-9H-purin-8-yl)methyl)-2-oxo-1,2-dihydropyridin-3-yl)amino)-1,7-dioxohept-5-en-2-yl)carbamat